(5-(2-(((tert-butyldimethylsilyl)oxy)methyl)-4-fluorophenoxy)pyridin-2-yl)-2-((s)-4,4-difluoro-3-(6-oxo-1,6-dihydropyridin-3-yl)piperidin-1-yl)propanamide [Si](C)(C)(C(C)(C)C)OCC1=C(OC=2C=CC(=NC2)C(C(=O)N)(C)N2C[C@@H](C(CC2)(F)F)C2=CNC(C=C2)=O)C=CC(=C1)F